CC1=C(C(=CC=C1)C)NS(=O)(=O)C=1C=C(C=CC1OC)NC(=O)C=1C=[N+](C2=CC=CC=C2C1)C 3-((3-(N-(2,6-dimethylphenyl)sulfamoyl)-4-methoxyphenyl)carbamoyl)-1-methylquinolin-1-ium